N1=CC=C2C=CC3=NC=CC4=CC=C1C2=C34 1,6-Di-azapyren